tert-butyl 4-[4-[3-cyano-4-[(3,5-difluoro-6-methyl-2-pyridyl)sulfanyl]pyrazolo[1,5-a]pyridin-6-yl]-5-methyl-pyrazol-1-yl]piperidine-1-carboxylate C(#N)C=1C=NN2C1C(=CC(=C2)C=2C=NN(C2C)C2CCN(CC2)C(=O)OC(C)(C)C)SC2=NC(=C(C=C2F)F)C